ClC=1N=NC=CC1C(=O)N[C@H]1[C@H](CC1)C1=C(C=C(C=C1)Cl)Cl |r| 3-chloro-N-[rac-(1R,2R)-2-(2,4-dichlorophenyl)cyclobutyl]pyridazine-4-carboxamide